OC1=C(C=CC(=C1)C(C)C)N1N=C2CCN(CC3C2=C1CCN3C(=O)OC(C)(C)C)C(=O)OCC3=CC=CC=C3 7-benzyl 5-(tert-butyl) 2-(2-hydroxy-4-isopropylphenyl)-3,4,5a,6,8,9-hexahydro-2H-1,2,5,7-tetraazabenzo[cd]azulene-5,7-dicarboxylate